1-(4-(((4-Bromo-3-fluorophenyl)thio)methyl)piperidin-1-yl)ethan-1-one BrC1=C(C=C(C=C1)SCC1CCN(CC1)C(C)=O)F